C(C)(=O)OC1=C(CCCC2=C1C=CC(=C2)C(=O)OC)C2CC(CCC2)(C)C methyl 9-acetoxy-8-(3,3-dimethylcyclohexyl)-6,7-dihydro-5H-benzo[7]annulene-3-carboxylate